9-(4-(5-(hydroxymethyl)thiazol-4-yl)benzyl)-2-(2-isopropylphenyl)-7-methyl-7,9-dihydro-8H-purin-8-one OCC1=C(N=CS1)C1=CC=C(CN2C3=NC(=NC=C3N(C2=O)C)C2=C(C=CC=C2)C(C)C)C=C1